NC1=NC=CC=C1C1=NC=2C(=NC(=CC2)C2=CC=CC=C2)N1C1=CC=C(CN2CC(CCC2)NC(OC(C)(C)C)=O)C=C1 tert-Butyl (1-(4-(2-(2-aminopyridin-3-yl)-5-phenyl-3H-imidazo[4,5-b]pyridin-3-yl)benzyl)piperidin-3-yl)carbamate